C(#N)C1=CC=C(C2=CC=CC=C12)N1CC2(CC2(C1)C(F)(F)F)C(=O)N.[Sn].[Pt] Platinum Tin 3-(4-cyanonaphthalen-1-yl)-5-(trifluoromethyl)-3-azabicyclo[3.1.0]hexane-1-carboxamide